C(#N)CC1N(CCNC1)C(=O)OCC1=CC=CC=C1 benzyl 2-(cyanomethyl)piperazine-1-carboxylate